Methyl 2-(chloromethyl)-1-(2-(2,2,2-trifluoroethoxy)ethyl)-1H-benzo[d]imidazole-6-carboxylate ClCC1=NC2=C(N1CCOCC(F)(F)F)C=C(C=C2)C(=O)OC